ClC1=C(C#N)C=CC(=C1)NCC(F)(F)F 2-chloro-4-((2,2,2-trifluoroethyl)amino)benzonitrile